1-(3-((Tert-Butyldimethylsilyl)oxy)propyl)-5-chloro-4-(3-(iodomethyl)-1,5-dimethyl-1H-pyrazol-4-yl)-3-methyl-1H-indole-2-carboxylic acid methyl ester COC(=O)C=1N(C2=CC=C(C(=C2C1C)C=1C(=NN(C1C)C)CI)Cl)CCCO[Si](C)(C)C(C)(C)C